N1(CCCC1)C1N(CC1)C1CCC1 azacyclopentyl-cyclobutyl-azetidine